C(C)O[Si](CCCSSSCCC[Si](OCC)(OCC)OCC)(OCC)OCC bis[3-(triethoxysilyl)propyl] trisulfide